N(=[N+]=[N-])[C@H]1[C@@H](CCCC1)O (1R,2R)-2-azidocyclohexan-1-ol